N-(2-bromo-6-chlorophenyl)-4-methoxy-2-((3-methyl-4-(1-methyl-1H-pyrrol-3-yl)phenyl)amino)pyrimidine-5-carboxamide BrC1=C(C(=CC=C1)Cl)NC(=O)C=1C(=NC(=NC1)NC1=CC(=C(C=C1)C1=CN(C=C1)C)C)OC